bromo-1-(methoxymethyl)-1a,6b-dihydro-1H-cyclopropa[b]benzofuran-3-amine BrC1(C2OC3=C(C21)C=CC=C3N)COC